C1(CC1)C1=NC=NC(=C1C1=NC=C2N(C(N(C2=N1)CC1=CC(=C(C=C1)C=1N(C=C(N1)C(F)(F)F)C)F)=N)CC(F)(F)F)OC 2-(4-cyclopropyl-6-methoxypyrimidin-5-yl)-9-(3-fluoro-4-(1-methyl-4-(trifluoromethyl)-1H-imidazol-2-yl)benzyl)-7-(2,2,2-trifluoroethyl)-7H-purin-8(9H)-imine